2-(3,8-diazabicyclo[3.2.1]oct-3-yl)-N-((S)-chroman-4-yl)benzo[d]thiazole-6-carboxamide C12CN(CC(CC1)N2)C=2SC1=C(N2)C=CC(=C1)C(=O)N[C@H]1CCOC2=CC=CC=C12